S1C(=NC2=C1C=CC=C2)NC2=C(C=C(N=N2)N(C=2SC(=C(N2)C(=O)OCC)C2CCN(CC2)CC2=CC=CC=C2)C)C ethyl 2-({6-[(1,3-benzothiazol-2-yl)amino]-5-methylpyridazin-3-yl}(methyl)amino)-5-(1-benzylpiperidin-4-yl)-1,3-thiazole-4-carboxylate